FC1=C(C=CC(=C1F)OC[C@H](CCCCCC)C)O 2,3-difluoro-4-[(2S)-2-methyloctoxy]phenol